C(C)(C)(C)C=1C(=C(C=C(C1)C)CCC(=O)OCCOCCOCCOC(CCC=1C=C(C=C(C1O)C(C)(C)C)C)=O)O ethylenebis(oxyethylene) bis(3-(5-tert-butyl-4-hydroxy-m-tolyl) propionate)